2-deuterio-6-fluoro-4-[3-(trifluoromethyl)-7,8-dihydro-5H-1,6-naphthyridin-6-yl]quinazoline [2H]C1=NC2=CC=C(C=C2C(=N1)N1CC=2C=C(C=NC2CC1)C(F)(F)F)F